(R)-5-((3-chloro-1-(4-fluoro-2-(1-((4-methoxybenzyl)oxy)ethyl)phenyl)-1H-pyrazol-5-yl)methyl)-1-methyl-1H-pyrazole-3-carbonitrile ClC1=NN(C(=C1)CC1=CC(=NN1C)C#N)C1=C(C=C(C=C1)F)[C@@H](C)OCC1=CC=C(C=C1)OC